2,4,5-trichlorophenoxyacetate zinc [Zn+2].ClC1=C(OCC(=O)[O-])C=C(C(=C1)Cl)Cl.ClC1=C(OCC(=O)[O-])C=C(C(=C1)Cl)Cl